3-{[1-(4-chloro-3-fluorophenyl)-3-methyl-1H-1,2,4-triazol-5-yl]methyl}-1-{[1-(quinolin-7-yl)-1H-1,2,4-triazol-5-yl]methyl}urea ClC1=C(C=C(C=C1)N1N=C(N=C1CNC(NCC1=NC=NN1C1=CC=C2C=CC=NC2=C1)=O)C)F